N'-(4-(3,3-dimethylbutyryl)-2,3,5-trimethylphenyl)-N-ethyl-N-methylformamidine CC(CC(=O)C1=C(C(=C(C=C1C)N=CN(C)CC)C)C)(C)C